C(CCCCCC(C)C)(=O)OOC(C)(C)CC tertiary amyl peroxyisononanoate